ClC1=C(SC=2CN(CC(C21)C2=C(C=CC=C2)C=2C(=NN(C2)CC)C(F)(F)F)C(\C=C\CN(C)C)=O)C#N (E)-3-Chloro-6-(4-(dimethylamino)but-2-enoyl)-4-(2-(1-ethyl-3-(trifluoromethyl)-1H-pyrazol-4-yl)phenyl)-4,5,6,7-tetrahydrothieno[2,3-c]pyridine-2-carbonitrile